[N+](=O)([O-])C(C(=O)OCC)C(=O)C ethyl 2-nitro-acetoacetate